C(C1=CC=CC=C1)(=O)OC(C)C(C(CC)OC(C1=CC=CC=C1)=O)C 3-methyl-2,4-hexanediol dibenzoate